ClC1=CC=C(C=C1)N1C(=NC=2N(C(N(C(C12)=O)CC(=O)N)=O)CC1CCS(CC1)(=O)=O)C1=C(C=C(C=C1)F)F 2-[7-(4-chlorophenyl)-8-(2,4-difluorophenyl)-3-[(1,1-dioxo-1λ6-thian-4-yl)methyl]-2,6-dioxopurin-1-yl]acetamide